butyl (1R,5S,6s)-6-vinyl-3-azabicyclo[3.1.0]hexane-3-carboxylate C(=C)C1[C@@H]2CN(C[C@H]12)C(=O)OCCCC